BrCC1=CC=CC(=N1)C(C)=O 1-(6-(bromomethyl)pyridin-2-yl)ethan-1-one